(((Z)-2-(N-((4-Amino-2-methylpyrimidin-5-yl)methyl)formamido)-5-hydroxypent-2-en-3-yl)thio)methyl (3r,5r,7r)-adamantane-1-carboxylate C12(CC3CC(CC(C1)C3)C2)C(=O)OCS\C(=C(\C)/N(C=O)CC=2C(=NC(=NC2)C)N)\CCO